2-isobutyl-2-methyl-4-methylenetetrahydro-2H-pyran C(C(C)C)C1(OCCC(C1)=C)C